1-(±)-Tert-butyl-(3-(1-(N-acetylsulfamoyl)-4-(4,5-dichloro-1-methyl-1H-indole-2-carboxamido)piperidin-4-yl)phenyl)carbamate C(C)(C)(C)[C@]1(CC(=CC=C1)C1(CCN(CC1)S(NC(C)=O)(=O)=O)NC(=O)C=1N(C2=CC=C(C(=C2C1)Cl)Cl)C)NC([O-])=O |r|